NC1=NC(=C(C=C1C=1C=C2CCNC(C2=C(C1)F)=O)C1=CC=C(C=C1)N1CCN(CC1)[C@H](C)C1CC1)F (R)-6-(2-amino-5-(4-(4-(1-cyclopropylethyl)piperazin-1-yl)phenyl)-6-fluoropyridin-3-yl)-8-fluoro-3,4-dihydroisoquinolin-1(2H)-one